BrC=1C=C2C(=NC1C)NN=C2 5-bromo-6-methyl-1H-pyrazolo[3,4-b]pyridine